tert-butyl 2-[(3S,4S)-1-[1-(2,6-dibenzyloxy-3-pyridyl)-3-methyl-2-oxo-benzimidazol-5-yl]-3-methyl-4-piperidyl]acetate C(C1=CC=CC=C1)OC1=NC(=CC=C1N1C(N(C2=C1C=CC(=C2)N2C[C@H]([C@@H](CC2)CC(=O)OC(C)(C)C)C)C)=O)OCC2=CC=CC=C2